[5-({1-[(2E)-2-(aminomethyl)-3-fluoroprop-2-en-1-yl]-5-oxo-1,5-dihydro-4H-1,2,4-triazol-4-yl}methyl)thiophen-2-yl]-3-methyl-3,4-dihydroquinazolin-2(1H)-one NC/C(/CN1N=CN(C1=O)CC1=CC=C(S1)N1C(N(CC2=CC=CC=C12)C)=O)=C\F